C(C)(C)N1C(=NN2C(C1=O)=NC=C2)C=2C=NC(=CC2)N2CCCCC2 3-isopropyl-2-(6-(piperidin-1-yl)pyridin-3-yl)imidazo[2,1-f][1,2,4]triazin-4(3H)-one